[1,1'-biphenyl]-4,4'-dicarboxylic acid dichloride C1(=CC=C(C=C1)C(=O)Cl)C1=CC=C(C=C1)C(=O)Cl